N-(5-(difluoromethyl)-1,3,4-thiadiazol-2-yl)benzo[c]isoxazole FC(C1=NN=C(S1)N1OCC2=C1C=CC=C2)F